benzyl ((1s,3s)-3-hydroxy-3-methylcyclobutyl)carbamate OC1(CC(C1)NC(OCC1=CC=CC=C1)=O)C